6-[3-(4,4-difluoropiperidine-1-carbonyl)-8-quinolyl]-2-methyl-phthalazin-1-one FC1(CCN(CC1)C(=O)C=1C=NC2=C(C=CC=C2C1)C=1C=C2C=NN(C(C2=CC1)=O)C)F